(3R,5S)-5-methylpyrrolidin-3-ol hydrochloride Cl.C[C@H]1C[C@H](CN1)O